7-(Cyclohexylamino)-N-(4-(2,4-dioxotetrahydropyrimidin-1(2H)-yl)phenyl)heptylamide C1(CCCCC1)NC(CCCCCC[NH-])C1=CC=C(C=C1)N1C(NC(CC1)=O)=O